FC(C1NCC2=CC=CC=C2C1)(F)F 3-(trifluoromethyl)-1,2,3,4-tetrahydroisoquinoline